tert-butyl 3-(6-(6-chloropyridazin-4-yl) pyrrolo[1,2-b]pyridazin-4-yl)-3,8-diazabicyclo[3.2.1]octane-8-carboxylate ClC1=CC(=CN=N1)C=1C=C2N(N=CC=C2N2CC3CCC(C2)N3C(=O)OC(C)(C)C)C1